C(#C)C1=C(C=C(CN2C3CN(CC2C3)C3=CC=C(C=N3)C=3C=2N(C=C(C3)C=3C=NN(C3)C)N=CC2C#N)C=C1)OC 4-(6-(6-(4-ethynyl-3-methoxybenzyl)-3,6-diazabicyclo[3.1.1]heptan-3-yl)pyridin-3-yl)-6-(1-methyl-1H-pyrazol-4-yl)pyrazolo[1,5-a]pyridine-3-carbonitrile